(R)-3-(2-(1-(1-(2,6-dichloro-3-cyclopropylphenyl)ethyl)-1H-imidazo[4,5-c]pyridin-6-yl)phenyl)-5-methyl-1,2,4-oxadiazole ClC1=C(C(=CC=C1C1CC1)Cl)[C@@H](C)N1C=NC=2C=NC(=CC21)C2=C(C=CC=C2)C2=NOC(=N2)C